C1(\C=C/C(=O)OC(CO1)C)=O 1,2-propylene maleate